dimethyl-ε-caprolactone CC1(C(=O)OCCCC1)C